NC=1N=C(SC1C(=O)C=1C=NC(=CC1)OC(F)F)N(C1=CC(=C(C=C1)F)F)[C@H](C(=O)N)C (S)-(N-[4-Amino-5-[6-(difluoromethoxy)pyridin-3-carbonyl]thiazol-2-yl]-3,4-difluoroanilino)propanamid